C(C)(C)(C)OC(=O)N1[C@@H](CCC1)COC1=NOC(=C1)COS(=O)(=O)C (S)-2-(((5-(((methylsulfonyl)oxy)methyl)isoxazol-3-yl)oxy)methyl)pyrrolidine-1-carboxylic acid tert-butyl ester